4-(3-methyl-5-(piperidin-4-yl)-1H-indol-2-yl)-1H-pyrrolo[2,3-b]pyridine CC1=C(NC2=CC=C(C=C12)C1CCNCC1)C1=C2C(=NC=C1)NC=C2